N-methyl-perfluorooctyl-sulfonamide ethyl-acrylate C(C)OC(C=C)=O.CNS(=O)(=O)C(C(C(C(C(C(C(C(F)(F)F)(F)F)(F)F)(F)F)(F)F)(F)F)(F)F)(F)F